Methyl N2-((S)-2-((((3-chlorobenzyl)oxy)carbonyl)amino)-3-cyclohexylpropanoyl)-N5-methyl-N5-pentyl-L-glutaminate ClC=1C=C(COC(=O)N[C@H](C(=O)N[C@@H](CCC(N(CCCCC)C)=O)C(=O)OC)CC2CCCCC2)C=CC1